NC1=CC(=C(C=C1)S(=O)(=O)N[Si](C1=CC=CC=C1)(C1=CC=CC=C1)C(C)(C)C)OC 4-amino-N-(tert-butyldiphenylsilyl)-2-methoxybenzenesulfonamide